NC(C(=O)O)(CC1C2=CC=CC=C2OC=2C=CC=CC12)[C@H]1[C@@H](C1)C(=O)O α-Amino-α-[(1R,2R)-2-carboxycyclopropyl]-9H-xanthene-9-propanoic acid